FC=1C=C(C(=C(C1)N(C1=NC=CC=C1C(F)(F)F)C)C)N 5-fluoro-N1,2-dimethyl-N1-(3-(trifluoromethyl)pyridin-2-yl)benzene-1,3-diamine